C(C)C1=CC=C(C=C1)CCCCCC1C2CC(CC(C1)S2)=NO 6-(5-(4-ethylphenyl)pentyl)-8-thiabicyclo[3.2.1]octan-3-one oxime